C(N)(=O)C=1C=C(C(=C2C(=C(NC12)C)Cl)N1C[C@H](C[C@@H](C1)F)NC(OC(C)(C)C)=O)F tert-butyl (3S,5S)-1-(7-carbamoyl-3-chloro-5-fluoro-2-methyl-1H-indol-4-yl)-5-fluoropiperidin-3-ylcarbamate